3-(4-fluoro-benzoimidazol-2-yl)-4-methyl-1,2,5-oxadiazole FC1=CC=CC=2N=C(NC21)C2=NON=C2C